2-(7-((2s,5r)-2,5-diethyl-4-(1-(4-fluoro-2-methylphenyl)ethyl)piperazin-1-yl)-4-methyl-5-oxo-4,5-dihydro-2H-pyrazolo[4,3-b]pyridin-2-yl)acetonitrile C(C)[C@@H]1N(C[C@H](N(C1)C(C)C1=C(C=C(C=C1)F)C)CC)C=1C=2C(N(C(C1)=O)C)=CN(N2)CC#N